tert-butyl (6R,7S)-7-(1-benzylpyridin-1-ium-4-yl)oxy-6-methyl-2-azaspiro[3.5]nonane-2-carboxylate C(C1=CC=CC=C1)[N+]1=CC=C(C=C1)O[C@@H]1[C@@H](CC2(CN(C2)C(=O)OC(C)(C)C)CC1)C